C1CCC2=C(C=3CCCC3C=C12)NC(=O)NS(=O)(=N)C1=CC2=C(B(OC2(C)C)O)C=C1 N-((1,2,3,5,6,7-hexahydro-s-indacen-4-yl)carbamoyl)-1-hydroxy-3,3-dimethyl-1,3-dihydrobenzo[c][1,2]oxaborole-5-sulfonimidamide